methyl (2E)-3-(4-bromophenyl)-2-(hydroxymethyl)-2-propenoate BrC1=CC=C(C=C1)/C=C(/C(=O)OC)\CO